piperidine-1-carboxylic acid trichloroethyl ester ClC(COC(=O)N1CCCCC1)(Cl)Cl